5-(tert-butyl) 2-ethyl 3a,4,6,6a-tetrahydropyrrolo[3,4-d]imidazole-2,5(1H)-dicarboxylate N1C(=NC2C1CN(C2)C(=O)OC(C)(C)C)C(=O)OCC